FC(S(=O)(=O)NC1=C(C=C(C=C1)C1=NNC(=C1C(=O)N)NC1=NC=CN=C1)O[C@@H](C)C1=CC=C(C=C1)F)F 3-[4-(difluoromethanesulfonamido)-3-[(1S)-1-(4-fluorophenyl)ethoxy]phenyl]-5-[(pyrazin-2-yl)amino]-1H-pyrazole-4-carboxamide